(3-((tetrahydro-2H-pyran-2-yl)oxy)phenyl)methanol O1C(CCCC1)OC=1C=C(C=CC1)CO